tert-butyl (5-bromo-7-formylbenzofuran-2-yl)methylcarbamate BrC=1C=C(C2=C(C=C(O2)CNC(OC(C)(C)C)=O)C1)C=O